2-(7-chloro-1-(cyclopropylmethyl)-1H-pyrrolo[2,3-c]pyridin-2-yl)-3-methylpyrazolo[1,5-a]pyridine-6-carboxylic acid ethyl ester C(C)OC(=O)C=1C=CC=2N(C1)N=C(C2C)C2=CC=1C(=C(N=CC1)Cl)N2CC2CC2